C(C)(NN1N=CC2=CC=C(C=C12)F)=S ethanethioamido-6-fluoro-1H-indazol